COC(=O)C1(C(C(=NO1)C1=C(C=C(C(=C1)N=C=O)F)Cl)C)C 3-(2-chloro-4-fluoro-5-isocyanato-phenyl)-4,5-dimethyl-4H-isoxazole-5-carboxylic acid methyl ester